1-(4-(2-(((3R,4S)-3-Fluoro-1-(methylsulfonyl)piperidin-4-yl)amino)-5-(trifluoromethyl)pyrimidin-4-yl)-1H-imidazol-1-yl)-2-methylpropan-2-ol F[C@@H]1CN(CC[C@@H]1NC1=NC=C(C(=N1)C=1N=CN(C1)CC(C)(O)C)C(F)(F)F)S(=O)(=O)C